C(C1=CC=CC=C1)OC1=C(C=C2C(=NC=NC2=C1)NCCCCN)OC N1-(7-(benzyloxy)-6-methoxyquinazolin-4-yl)butane-1,4-diamine